Cl.N[C@H](C(=O)O)CC1=CC=C(C=C1)OC=1C2=C(N=CN1)N(C=C2)CC2=CC(=CC=C2)Br (S)-2-amino-3-(4-((7-(3-bromobenzyl)-7H-pyrrolo[2,3-d]pyrimidin-4-yl)oxy)phenyl)propanoic acid hydrochloride